5-o-Tolyl-thiazol-2-ylamine formic acid salt C(=O)O.C1(=C(C=CC=C1)C1=CN=C(S1)N)C